2-(cyclohexylimino)-4-(4-bromophenyl)thiazole tert-butyl-N-[(2S)-1-[7-bromo-2-chloro-4-(methylsulfanyl)furo[3,2-d]pyrimidin-6-yl]propan-2-yl]carbamate C(C)(C)(C)OC(N[C@H](CC1=C(C=2N=C(N=C(C2O1)SC)Cl)Br)C)=O.C1(CCCCC1)N=C1SC=C(N1)C1=CC=C(C=C1)Br